IC1=C(C(=CC(=C1)C(C(F)(F)F)(C(F)(F)F)F)C(F)(F)F)NC(C1=C(C(=CC=C1)NO)F)=O N-(2-iodo-4-(perfluoropropan-2-yl)-6-(trifluoromethyl)phenyl)-2-fluoro-3-(hydroxyamino)benzamide